2-phenylacetic acid isopropyl ester C(C)(C)OC(CC1=CC=CC=C1)=O